[N+](=O)([O-])C1=CC=C(CNC(O)=O)C=C1.C(N)(OCC1=CC=C(C=C1)[N+](=O)[O-])=O p-nitrobenzyl carbamate (p-nitrobenzyl carbamate)